cis-(E)-6-Hydroxy-1-methylcyclooct-4-ene-1-carboxylic acid O[C@@H]1/C=C/CC[C@@](CC1)(C(=O)O)C